(3R)-4-[5-fluoro-2-(1-fluoro-3-methyl-6-{1-[(2R)-3-methyl-1-{[(3R)-1-methylpiperidin-3-yl]oxy}butan-2-yl]azetidin-3-yl}imidazo[1,5-a]pyridin-8-yl)benzoyl]-3-methylmorpholine FC=1C=CC(=C(C(=O)N2[C@@H](COCC2)C)C1)C=1C=2N(C=C(C1)C1CN(C1)[C@@H](CO[C@H]1CN(CCC1)C)C(C)C)C(=NC2F)C